CC=1N(C=C(N1)C(C=C)O)C(C1=CC=CC=C1)(C1=CC=CC=C1)C1=CC=CC=C1 1-(2-methyl-1-trityl-1H-imidazol-4-yl)prop-2-en-1-ol